Methyl-2-[[5-[[(E,2S)-7-(dimethylamino)-2-(methoxycarbonylamino)-7-oxo-hept-5-enoyl]amino]-6-oxo-pyrimidin-1-yl]methyl]-5-fluoro-benzimidazol-1-carboxylat COC(=O)N1C(=NC2=C1C=CC(=C2)F)CN2C=NC=C(C2=O)NC([C@H](CC\C=C\C(=O)N(C)C)NC(=O)OC)=O